1-(7-(8-ethyl-7-fluoro-3-hydroxynaphthalen-1-yl)-8-fluoro-2-(((2r,7as)-2-fluorohexahydro-1H-pyrrolizin-7a-yl)methoxy)pyrido[4,3-d]pyrimidin-4-yl)-4,4-difluoropiperidin-3-ol C(C)C=1C(=CC=C2C=C(C=C(C12)C1=C(C=2N=C(N=C(C2C=N1)N1CC(C(CC1)(F)F)O)OC[C@]12CCCN2C[C@@H](C1)F)F)O)F